FC(C1=CC=C2C=C(C=NC2=C1)C=O)(F)F 7-(trifluoromethyl)quinoline-3-carbaldehyde